N-{2-methyl-8-oxo-7H-imidazo[1,2-a]pyrazin-6-yl}-5-(piperazin-1-yl)cinnoline-8-carboxamide trifluoroacetic acid salt FC(C(=O)O)(F)F.CC=1N=C2N(C=C(NC2=O)NC(=O)C=2C=CC(=C3C=CN=NC23)N2CCNCC2)C1